2,2-dimethylcyclobutane-1,3-diol CC1(C(CC1O)O)C